ethyl 2-{[7-(3-bromobenzyl)-3-methyl-2,6-dioxo-1-propyl-2,3,6,7-tetrahydro-1H-purin-8-yl]thio}butanoate BrC=1C=C(CN2C(=NC=3N(C(N(C(C23)=O)CCC)=O)C)SC(C(=O)OCC)CC)C=CC1